C1(CCCC1)S(=O)(C)=NC=1C=C(C(=O)N2CC3(C4=CC(=CC=C24)NS(=O)(=O)C)CCCCC3)C=CC1 N-(1'-(3-((cyclopentyl(methyl)(oxo)-λ6-sulfaneylidene)amino)benzoyl)spiro[cyclohexane-1,3'-indolin]-5'-yl)methanesulfonamide